(3-((1-(2,5-dichloropyrimidin-4-yl)pyrrolidin-3-yl)oxy)propyl)(3-nitrobenzyl)carbamic acid tert-butyl ester C(C)(C)(C)OC(N(CC1=CC(=CC=C1)[N+](=O)[O-])CCCOC1CN(CC1)C1=NC(=NC=C1Cl)Cl)=O